FC1=C(OC2=C(C=C(C=C2)N(S(=O)(=O)CC)CC2=NC=CC=C2)C=2C3=C(C(N(C2)C)=O)NC=C3)C=CC(=C1)F N-[4-(2,4-difluorophenoxy)-3-(6-methyl-7-oxo-6,7-dihydro-1H-pyrrolo[2,3-c]pyridin-4-yl)phenyl]-N-(pyridin-2-ylmethyl)ethanesulfonamide